ClC1=CC2=C(N(C(C(N2C)=O)=O)C2CCN(CC2)C2=NC=C(C=N2)S(=O)(=O)NCC2CC2)N=C1 2-(4-(7-chloro-1-methyl-2,3-dioxo-2,3-dihydropyrido[2,3-b]pyrazin-4(1H)-yl)piperidin-1-yl)-N-(cyclopropylmethyl)pyrimidine-5-sulfonamide